(2S,6R)-4-((S)-2-hydroxypropyl)-2,6-dimethylpiperazine-1-carboxylic acid tert-butyl ester C(C)(C)(C)OC(=O)N1[C@H](CN(C[C@H]1C)C[C@H](C)O)C